ethyl 2-(2-((5-bromo-2-(tert-butyl)benzofuran-3-yl)methoxy)-4-methylphenyl)acetate BrC=1C=CC2=C(C(=C(O2)C(C)(C)C)COC2=C(C=CC(=C2)C)CC(=O)OCC)C1